4,5-diphenyl-2-(4-(trifluoromethyl)phenyl)-1H-imidazole C1(=CC=CC=C1)C=1N=C(NC1C1=CC=CC=C1)C1=CC=C(C=C1)C(F)(F)F